1-[(2,4-difluorophenyl)methyl]-3-{[2-methoxy-4-(propan-2-yloxy)phenyl]methyl}-1-(1-methylpiperidin-4-yl)urea FC1=C(C=CC(=C1)F)CN(C(=O)NCC1=C(C=C(C=C1)OC(C)C)OC)C1CCN(CC1)C